ClC1=C(C(=CC=2C3=C(C=NC12)CN(C3C(F)F)C(CO)=O)OC)Cl 1-(6,7-dichloro-1-(difluoromethyl)-8-methoxy-1,3-dihydro-2H-pyrrolo[3,4-c]quinolin-2-yl)-2-hydroxyethan-1-one